C(CC#C)C1=NNC(=NN1C(=O)OC(C)C1=CC2=C(OCO2)C=C1[N+](=O)[O-])C1=CC=NC=C1 1-(6-nitrobenzo[d][1,3]dioxol-5-yl)ethyl 6-(but-3-yn-1-yl)-3-(pyridin-4-yl)-1,2,4,5-tetrazine-1(4H)-carboxylate